[S-2].[V+5].[Fe+2].[Ni+2] nickel iron vanadium sulfide